C1(=CC=CC=C1)C(=C1C(N(C(O1)=O)C1=CC=CC=C1)=O)C1=CC=CC=C1 5-(diphenylmethylene)-3-phenyloxazolidine-2,4-dione